methyl (S)-3-(3-(3,5-dimethyl-1H-pyrazol-1-yl)phenyl)-4-(1-((5,6,7,8-tetrahydro-1,8-naphthyridin-2-yl)methyl)spiro[dihydroindole-3,4'-piperidin]-1'-yl)butanoate CC1=NN(C(=C1)C)C=1C=C(C=CC1)[C@H](CC(=O)OC)CN1CCC2(CC1)CN(C1=CC=CC=C12)CC1=NC=2NCCCC2C=C1